C(C=C)[C@H]1[C@H](N(C[C@@H]1N(C)CC1=CC=CC=C1)C(=O)OC(C)(C)C)C(=O)OC 1-(tert-butyl) 2-methyl (2S,3R,4R)-3-allyl-4-(benzyl(methyl)amino)pyrrolidine-1,2-dicarboxylate